(2,2-Difluoro-1-methylcyclopropyl)methyl (4-nitrophenyl) carbonate C(OCC1(C(C1)(F)F)C)(OC1=CC=C(C=C1)[N+](=O)[O-])=O